(R) or (S)-N'-((1,2,3,5,6,7-hexahydro-s-indacen-4-yl)carbamoyl)-4-(2-methyl-1-(methylamino)propan-2-yl)benzenesulfonimidamide C1CCC2=C(C=3CCCC3C=C12)NC(=O)N=[S@](=O)(N)C1=CC=C(C=C1)C(CNC)(C)C |o1:16|